CC1=C(CC=2OCCN2)C=CC=C1 2-(2-methylbenzyl)-4,5-dihydro-oxazole